chloro-N-[(1R)-1-(3,5-difluorophenyl)ethyl]-6-[6-(dimethylphosphoryl)pyridin-3-yl]-7-fluoro-2-methylquinolin-4-amine ClC=1C(=NC2=CC(=C(C=C2C1N[C@H](C)C1=CC(=CC(=C1)F)F)C=1C=NC(=CC1)P(=O)(C)C)F)C